C(C)C1N(C(C(=C1)O)=O)CC1CN(C1)C(=O)OC(C)(C)C ethyl-1-{[1-(tert-butoxycarbonyl)azetidin-3-yl]methyl}-4-hydroxy-5-oxo-2,5-dihydro-1H-pyrrole